(7S,3E,5Z)-7,8-dihydroxy-6-methylocta-3,5-dien-2-one O[C@@H](\C(=C/C=C/C(C)=O)\C)CO